1-(hydroxymethyl)-3-oxa-8-azabicyclo[3.2.1]octane-8-carboxylic acid tert-butyl ester C(C)(C)(C)OC(=O)N1C2(COCC1CC2)CO